2-vinylbenzo[d]oxazole C(=C)C=1OC2=C(N1)C=CC=C2